bispalmitoyl-propylamine C(CCCCCCCCCCCCCCC)(=O)N(CCC)C(CCCCCCCCCCCCCCC)=O